C(C1=CC=CC=C1)OC(=O)N1CC2=C(C=CC(=C2CC1)C=C1CCNCC1)F 8-fluoro-5-(4-piperidylidenemethyl)-3,4-dihydro-1H-isoquinoline-2-carboxylic acid benzyl ester